5-(4-((4-(2-(4-chlorophenyl)-2,2-difluoroacetyl)piperazin-1-yl)methyl)piperidin-1-yl)-2-(2,6-dioxopiperidin-3-yl)isoindoline-1,3-dione ClC1=CC=C(C=C1)C(C(=O)N1CCN(CC1)CC1CCN(CC1)C=1C=C2C(N(C(C2=CC1)=O)C1C(NC(CC1)=O)=O)=O)(F)F